dichloro[1,3-bis(2,6-diisopropylphenyl)-2-imidazolidin-ylidene](3-phenyl-1H-inden-1-ylidene)(triphenylphosphine) ruthenium (II) [Ru+2].ClC1=C(C(C(C=C1)P(C1=CC=CC=C1)(C1=CC=CC=C1)=C1C=C(C2=CC=CC=C12)C1=CC=CC=C1)=C1N(CCN1C1=C(C=CC=C1C(C)C)C(C)C)C1=C(C=CC=C1C(C)C)C(C)C)Cl